COCCN(C(OC[C@H](CCCC)NC(=O)OC(C)(C)C)=O)CC=1SC=CC1 (2S)-2-[(tert-butoxycarbonyl)amino]hexyl (2-methoxyethyl)(2-thienylmethyl)carbamate